ethyl-3-methylimidazolium hydrogensulfate S(=O)(=O)(O)[O-].C(C)C=1NC=C[N+]1C